(2-chloro-5-ethyl-4-fluorophenyl)methanol ClC1=C(C=C(C(=C1)F)CC)CO